N-((1S)-(4,4-difluorocyclohexyl)(6-(((5S)-2-oxo-5-(trifluoromethyl)piperidin-3-yl)methyl)imidazo[1,2-b]pyridazin-2-yl)methyl)-1-ethyl-1H-pyrazole-5-carboxamide FC1(CCC(CC1)[C@H](NC(=O)C1=CC=NN1CC)C=1N=C2N(N=C(C=C2)CC2C(NC[C@H](C2)C(F)(F)F)=O)C1)F